C1[C@H]([C@H]([C@H](O[C@]1(C(=O)O)O[C@@H]2C[C@@](O[C@@H]([C@@H]2O)[C@@H](CO)O)(C(=O)O)O[C@@H]3C[C@@](O[C@@H]([C@@H]3O)[C@@H](CO)O)(C(=O)O)O)[C@@H](CO)O)O)O The molecule is a trisaccharide consisting of three 3-deoxy-D-manno-oct-2-ulose residues in a linear sequence, joined via alpha-linkages. It has a role as an epitope.